C1(NNNCCCCC1)(C(=O)O)C(=O)O triazacyclononanedioic acid